2-amino-6-borono-2-(1-(4-fluorobenzyl)piperidin-4-yl)hexanoic acid NC(C(=O)O)(CCCCB(O)O)C1CCN(CC1)CC1=CC=C(C=C1)F